7-cyclopropyl-5-methylindole-3-amine C1(CC1)C=1C=C(C=C2C(=CNC12)N)C